FC1=C(C=CC(=C1F)C(F)(F)F)B1OC(C(O1)(C)C)(C)C 2-(2,3-difluoro-4-(trifluoromethyl)phenyl)-4,4,5,5-tetramethyl-1,3,2-dioxaborolane